norbornene-2-aldehyde C12C(=CC(CC1)C2)C=O